FC1=C(C=C(C=C1)F)N1CCC(CC1)N (2,5-difluorophenyl)piperidin-4-amine